(2-(1,7-dimethyl-1H-indazol-3-yl)propan-2-yl)-2-(1-methylpyrrolidin-2-yl)acetamide CN1N=C(C2=CC=CC(=C12)C)C(C)(C)C(C(=O)N)C1N(CCC1)C